ClC1=C(C=C2CCCOC2=C1C1=C2C=NN(C2=CC=C1C)C1OCCCC1)N1CC2(CNC2)CC1 4-(7-chloro-6-(2,6-diazaspiro[3.4]octan-6-yl)chroman-8-yl)-5-methyl-1-(tetrahydro-2H-pyran-2-yl)-1H-indazole